FC(OC[C@H]1NCCC1)F (S)-2-((difluoromethoxy)methyl)pyrrolidine